C(=S)(SC(C(=O)O)(C)C)SC(C(=O)O)(C)C 2'-[thiocarbonylbis(thio)]bis[2-methylpropanoic acid]